ClC1=CC(=C(N=N1)N1CCC(CCC1)(F)F)C(=O)NC1=CC(=C(C=C1)F)C(N)=NO 6-chloro-3-(4,4-difluoroazepan-1-yl)-N-(4-fluoro-3-(N'-hydroxycarbamimidoyl)phenyl)pyridazine-4-carboxamide